NC(CC(=O)O)CCC(=O)O β-aminoadipic acid